ClC1=C(C2=C(NC(O[C@@]23CN(CCC3)C(=O)C=3C=NN(C3)CC3=CC=C2CCOCC2=C3)=O)C=C1)F (R)-6-Chloro-5-fluoro-1'-(1-(isochroman-7-ylmethyl)-1H-pyrazole-4-carbonyl)spiro[benzo[d][1,3]oxazine-4,3'-piperidin]-2(1H)-one